OC1(C(N(CC1)C)=O)C=1N=CN(C1)C(C1=CC=CC=C1)(C1=CC=CC=C1)C1=CC=CC=C1 3-hydroxy-1-methyl-3-(1-trityl-1H-imidazol-4-yl)pyrrolidin-2-one